4-chloro-1-methyl-1H-pyrrolo[2,3-d]pyridazine ClC1=C2C(=CN=N1)N(C=C2)C